N-((2S)-1-((2-cyano-2-(6-oxo-5,7-diazaspiro[2.5]octan-5-yl)-2,3-dihydro-1H-inden-5-yl)amino)-3,3-dicyclopropyl-1-oxopropan-2-yl)-4-methyl-1,2,5-oxadiazole-3-carboxamide C(#N)C1(CC2=CC=C(C=C2C1)NC([C@H](C(C1CC1)C1CC1)NC(=O)C1=NON=C1C)=O)N1CC2(CC2)CNC1=O